BrC=1C(=CN(C1)S(=O)(=O)C1=CC=C(C)C=C1)S(=O)(=O)NC1=C(C=C(C=C1)C#N)F 4-bromo-N-(4-cyano-2-fluorophenyl)-1-tosyl-1H-pyrrole-3-sulfonamide